BrC1=NC=CC=C1OCC=1N=C2N(C=C(C=C2)C2CC2)C1 2-(((2-bromopyridin-3-yl)oxy)methyl)-6-cyclopropylimidazo[1,2-a]pyridine